5-(2-hydroxyethyl)-9-(pyridin-4-yl)-6,9-dihydro-[1,3]dioxolo[4,5-g]furo[3,4-b]quinolin-8(5H)-one OCCN1C2=C(C(C=3C=C4C(=CC13)OCO4)C4=CC=NC=C4)C(OC2)=O